FC=1C=C(COC2=NC(N(C(=C2)N2CCOCC2)C)=O)C=CC1OC1=CC(=NC=C1)C(F)(F)F 4-((3-fluoro-4-((2-(trifluoromethyl)pyridin-4-yl)oxy)benzyl)oxy)-1-methyl-6-morpholinopyrimidin-2(1H)-one